O=C(CCCC1=C(C=CC=C1)C=1C=C(C(NN1)=O)C(F)(F)F)N1CCN(CC1)C1=NC=C(C=N1)C(F)(F)F 6-(2-(4-oxo-4-(4-(5-(trifluoromethyl)pyrimidin-2-yl)piperazin-1-yl)butyl)phenyl)-4-(trifluoromethyl)pyridazin-3(2H)-one